2-[5-bromo-4-(4-fluorophenyl)-1H-imidazol-1-yl]-1-{6-oxa-2-azaspiro[3.4]oct-2-yl}ethan-1-one BrC1=C(N=CN1CC(=O)N1CC2(C1)COCC2)C2=CC=C(C=C2)F